BrC1=CC(=C2C(=NC=NC2=C1)NC1=CC2=C(N=CS2)C=C1)O[C@H]1[C@H](CC1)N(C)C N-(7-bromo-5-((1R,2S)-2-(dimethylamino)cyclobutoxy)quinazolin-4-yl)benzo[d]thiazol-6-amine